[2-[[(1S)-1-[2-(4,4-dimethyl-1-piperidyl)-3,6-dimethyl-4-oxo-chromen-8-yl]ethyl]amino]phenyl]boronic acid CC1(CCN(CC1)C=1OC2=C(C=C(C=C2C(C1C)=O)C)[C@H](C)NC1=C(C=CC=C1)B(O)O)C